bis(2,4,6-trimethyl-benzoyl)-phosphine oxide CC1=C(C(=O)P(C(C2=C(C=C(C=C2C)C)C)=O)=O)C(=CC(=C1)C)C